4-FLUORO-3-(TETRAZOL-5-YL)PHENYLBORONIC ACID FC1=C(C=C(C=C1)B(O)O)C1=NN=NN1